CC1=CC=C(C=C1)C(C)C The molecule is a monoterpene that is toluene substituted by an isopropyl group at position 4. It has a role as a plant metabolite, a volatile oil component and a human urinary metabolite. It is a member of toluenes and a monoterpene.